N-[5-chloro-5-[[2,6-dibromo-4-[1,2,2,3,3,3-hexafluoro-1-(trifluoromethyl)propyl]phenyl]carbamoyl]phenyl]-2-methyl-benzamide ClC1(CC=CC(=C1)NC(C1=C(C=CC=C1)C)=O)C(NC1=C(C=C(C=C1Br)C(C(C(F)(F)F)(F)F)(C(F)(F)F)F)Br)=O